1-(3-hydroxypropyl)piperazine OCCCN1CCNCC1